1-O-beta-D-xylopyranosyl-(1→2) beta-D-Glucopyranoside O([C@H]1[C@H](O)[C@@H](O)[C@H](O)[C@H](O1)CO)[C@H]1[C@H](O)[C@@H](O)[C@H](O)CO1